6,6-dimethyl-3-azabicyclo-[3.1.0]hexane CC1(C2CNCC12)C